CC1=C(C2=C(S1)C(=CC=C2)B(O)O)C 2,3-DIMETHYLBENZO[B]THIOPHENE-7-BORONIC ACID